P(=O)(OCC1=CC=CC=C1)(OCC1=CC=CC=C1)OC1=C2C(=C3[C@@H](CN(C3=C1)C(=O)C13CC(C1)(C3)C(=O)Cl)CCl)C(=CS2)C dibenzyl (8S)-6-{[3-(chlorocarbonyl)bicyclo[1.1.1]pent-1-yl]carbonyl}-8-(chloromethyl)-1-methyl-7,8-dihydro-6H-thieno[3,2-e]indol-4-yl phosphate